3-(4-aminoimidazo[2,1-f][1,2,4]triazin-7-yl)-4-methyl-N-(2,2,2-trifluoro-1-(pyridin-2-yl)ethyl)benzenesulfonamide NC1=NC=NN2C1=NC=C2C=2C=C(C=CC2C)S(=O)(=O)NC(C(F)(F)F)C2=NC=CC=C2